2-(CYCLOPENTOXY)PYRIMIDINE-5-BORONIC ACID C1(CCCC1)OC1=NC=C(C=N1)B(O)O